[C@@H]1([C@H](O)[C@@H](O)[C@H](O)[C@H](O1)CO)OC1=CC(=C(C(=C1)O)C(CCC1=CC=C(C=C1)O)=O)O 1-[4-(beta-D-glucopyranosyloxy)-2,6-dihydroxyphenyl]-3-(4-hydroxyphenyl)-1-propanone